C(CCCCCCC=CCC)=O Undec-8-en-1-one